bis(pentafluorophenyl)-titanium FC1=C(C(=C(C(=C1[Ti]C1=C(C(=C(C(=C1F)F)F)F)F)F)F)F)F